NC(CC(=O)O)C(NCC(C(=O)OC1CCCCC1)C)=O 3-amino-3-{[3-(cyclohexyloxy)-2-methyl-3-oxopropyl]carbamoyl}propanoic acid